N(=C=S)C(C(=O)O)(N(CC(=O)O)CC(=O)O)CC1=CC=CC=C1 Isothiocyano-benzyl-nitrilotriacetic acid